CC(=CCC=1C=C(C=O)C=CC1)C 3-(3-methylbut-2-en-1-yl)benzaldehyde